5-({1-[5-(trifluoromethyl)pyridin-2-yl]-1H-pyrazol-4-yl}sulfonylamino)-1,3-thiazole-4-carboxylic acid FC(C=1C=CC(=NC1)N1N=CC(=C1)S(=O)(=O)NC1=C(N=CS1)C(=O)O)(F)F